4-ethylidene-8-methyl-1,7-nonadiene C(C)=C(CC=C)CCC=C(C)C